C(C)(C)(C)OC(=O)N1CCC(CC1)NC1=CC(=NC=N1)C(=O)O 6-((1-(tert-butoxycarbonyl)piperidin-4-yl)amino)pyrimidine-4-carboxylic acid